O(C1=CC=CC=C1)C=1C=C(C=CC1)/C=C/C(=O)N1C(OC(C1([2H])[2H])([2H])[2H])=O (E)-3-(3-(3-phenoxyphenyl)acryloyl)oxazolidin-2-one-4,4,5,5-d4